C1(CCCCC1)[C@H](C(=O)OC[C@H]1O[C@@]([C@@H]([C@@H]1O)O)(C#N)C1=CC=C2C(=NC=NN21)N)C ((2R,3S,4R,5R)-5-(4-aminopyrrolo[2,1-f][1,2,4]triazin-7-yl)-5-cyano-3,4-dihydroxytetrahydrofuran-2-yl)methyl (R)-2-cyclohexylpropanoate